CC1=CC(=CC1)C 1,3-dimethylcyclopentadiene